1-((5-(2,6-dioxopiperidin-3-yl)-6-oxo-5,6-dihydro-4H-thieno[2,3-c]pyrrol-2-yl)methyl)-3-(3-methyl-4-morpholinophenyl)urea O=C1NC(CCC1N1C(C2=C(C1)C=C(S2)CNC(=O)NC2=CC(=C(C=C2)N2CCOCC2)C)=O)=O